Cl.N[C@H](C(=O)NC=1C(=C(C=C(C1)CC=C)C1=CC(=C(C=C1)O)CC=C)O)CCCCO (S)-2-amino-N-(3',5-diallyl-2,4'-dihydroxy-[1,1'-biphenyl]-3-yl)-6-hydroxyhexanamide hydrochloride